7-chloro-3-(2,6-dichloro-3,5-dimethoxyphenyl)-1-isopropyl-1,6-naphthyridin-2(1H)-one ClC1=NC=C2C=C(C(N(C2=C1)C(C)C)=O)C1=C(C(=CC(=C1Cl)OC)OC)Cl